rac-5-((2R,5S)-5-methylpiperidin-2-yl)Isoindolin-1-one C[C@H]1CC[C@@H](NC1)C=1C=C2CNC(C2=CC1)=O |r|